C1OCC12CC(C2)COC=2C=C1C=CN=C(C1=CC2)NC=2C=NC(=CC2)Cl 6-((2-oxaspiro[3.3]heptan-6-yl)methoxy)-N-(6-chloropyridin-3-yl)isoquinolin-1-amine